1-(o-tolyl)-7-(trifluoromethyl)pyrido[2,3-d]pyrimidine-2,4(1H,3H)-dione C1(=C(C=CC=C1)N1C(NC(C2=C1N=C(C=C2)C(F)(F)F)=O)=O)C